N-(3-methoxy-4-(4,4,5,5-tetramethyl-1,3,2-dioxaborolan-2-yl)phenyl)methacrylamide COC=1C=C(C=CC1B1OC(C(O1)(C)C)(C)C)NC(C(=C)C)=O